N-((1R,2R,4S)-7-cyano-7-azabicyclo[2.2.1]heptan-2-yl)-7-(6-methyl-2-pyridinyl)-1H-indole-3-carboxamide C(#N)N1[C@H]2[C@@H](C[C@@H]1CC2)NC(=O)C2=CNC1=C(C=CC=C21)C2=NC(=CC=C2)C